COC1=C(C=CC=C1)C1(CC1)NC(=O)C=1C=2C[C@@H]3[C@H](C2N(N1)C1=C(C=C(C=C1)F)F)C3 (1aR,5aR)-2-(2,4-Difluoro-phenyl)-1a,2,5,5a-tetrahydro-1H-2,3-diaza-cyclopropa[a]pentalene-4-carboxylic acid [1-(2-methoxy-phenyl)-cyclopropyl]-amide